O1C=CC2=C1C(=CC=C2)C=2C(=NC(=CC2)CC)N (benzofuran-7-yl)-6-ethylpyridin-2-amine